FC=1C=C(C(=O)C2=CNC=3N=C(N=C(C32)N[C@@H]3CN(CC3)C(C=C)=O)NC3=CC=C(C=C3)N3CCN(CC3)C)C=CC1F (S)-1-(3-((5-(3,4-difluorobenzoyl)-2-((4-(4-methylpiperazin-1-yl)phenyl)amino)-7H-pyrrolo[2,3-d]pyrimidin-4-yl)amino)pyrrolidin-1-yl)propan-2-en-1-one